1-((1S,3R)-3-(2-methoxyethyl)-2,2-dimethylcyclopropyl)propan-2-ol COCC[C@H]1C([C@H]1CC(C)O)(C)C